NC=1N=NC(=CC1N1C[C@H](CCC1)C1=CC(=C(C(=O)OC)C=C1)Cl)C1=C(C=CC=C1)O |r| rac-Methyl 4-(1-(3-amino-6-(2-hydroxyphenyl)pyridazin-4-yl)piperidin-3-yl)-2-chlorobenzoate